nonasilazane [SiH3]N[SiH2]N[SiH2]N[SiH2]N[SiH2]N[SiH2]N[SiH2]N[SiH2]N[SiH3]